C1(CCC1)OC1=CC=C2C(NN=C(C2=C1)CC=1C=CC(=C(C(=O)N2CCN(CC2)C2=NC=C(C#N)C=C2)C1)F)=O 6-(4-(5-((7-Cyclobutoxy-4-oxo-3,4-dihydrophthalazin-1-yl)methyl)-2-fluorobenzoyl)piperazin-1-yl)nicotinonitrile